C(C)(C)(C)NC(=O)NC=1C=C2CN(C(N(C2=CC1)[C@@H](C)C1=CC=CC=C1)=O)C (S)-1-(tert-butyl)-3-(3-methyl-2-oxo-1-(1-phenylethyl)-1,2,3,4-tetrahydroquinazolin-6-yl)urea